C(#N)[C@H](C[C@H]1C(NCC1)=O)NC(=O)C1C2C(C2CN1C([C@H](C(C)(C)C)NC(C(F)(F)F)=O)=O)(C)C N-{(1S)-1-cyano-2-[(3S)-2-oxopyrrolidin-3-yl]ethyl}-3-[(2S)-3,3-dimethyl-2-(2,2,2-trifluoroacetamido)butanoyl]-6,6-dimethyl-3-azabicyclo[3.1.0]hexane-2-carboxamide